1,11-Dodecadien C=CCCCCCCCCC=C